FC1(CN(CCC1)C1=NC=2N(C(=C1)NCC=1C=CC(=NC1)O)N=CC2CC)F 5-[[[5-(3,3-difluoro-1-piperidyl)-3-ethyl-pyrazolo[1,5-a]pyrimidin-7-yl]amino]methyl]pyridin-2-ol